carbonylchloroiridium (I) C(=O)=[Ir]Cl